2-(fluoromethyl)pyrimidine-4,6-diol FCC1=NC(=CC(=N1)O)O